ClS(=O)(=O)C1CC(CC1)C(=O)OC(C)(C)C tert-Butyl 3-(chlorosulfonyl)cyclopentanecarboxylate